C(C)N1C(NC2=NC=CC(=C21)OC2=C(C=C(C=C2)NC(=O)C=2C=NN(C2C(F)(F)F)C2=CC=CC=C2)F)=O N-(4-((1-ethyl-2-oxo-2,3-dihydro-1H-imidazo[4,5-b]pyridine-7-yl)oxy)-3-fluorophenyl)-1-phenyl-5-(trifluoromethyl)-1H-pyrazole-4-carboxamide